di-o-tolyl ethyl phosphate P(=O)(OC1=C(C=CC=C1)C)(OC1=C(C=CC=C1)C)OCC